3-(4-chloro-2-aminophenyl)oxazolidin-2-one ClC1=CC(=C(C=C1)N1C(OCC1)=O)N